C(C)N1C(=NC(=C1)C(F)(F)F)C1=CC=C(CN2C=3N(CCC2)N=C(C3)C3=C(C=NN3C(C)C)F)C=C1 4-(4-(1-ethyl-4-(trifluoromethyl)-1H-imidazol-2-yl)benzyl)-2-(4-fluoro-1-isopropyl-1H-pyrazol-5-yl)-6,7-dihydropyrazolo[1,5-a]pyrimidin